2-[6-amino-5-[4-[(4S)-3,3-difluoro-4-piperidyl]-2-pyridyl]pyridazin-3-yl]-6-fluoro-phenol NC1=C(C=C(N=N1)C1=C(C(=CC=C1)F)O)C1=NC=CC(=C1)[C@H]1C(CNCC1)(F)F